O=C1NC2=C(N1)C=CC(=C2)NC(=O)C(C(C)=O)N=NC2=C(C=CC(=C2)C(=O)OC)C(=O)OC dimethyl 2-[[1-[[(2,3-dihydro-2-oxo-1H-benzimidazol-5-yl) amino] carbonyl]-2-oxopropyl] azo]-1,4-benzenedicarboxylate